C(N)(=O)[C@@H](C[C@@H]([C@H](CC1=CC(=CC=C1)F)NC(=O)C1=NC2=CC=CC=C2N=C1)O)CCC(C)(C)O N-[(2S,3S,5R)-5-carbamoyl-1-(3-fluorophenyl)-3,8-dihydroxy-8-methylnonan-2-yl]quinoxaline-2-carboxamide